potassium-strontium-cobalt-iron-silver [Ag].[Fe].[Co].[Sr].[K]